NC1=C(C=CC=C1)C(CC(C(=O)OC)NC(=O)OC(C)(C)C)=O Methyl 4-(2-aminophenyl)-2-((t-butoxycarbonyl) amino)-4-oxobutanoate